tert-butyl 5-(2-ethoxy-2-oxoethyl)-1,3,4,5-tetrahydro-2H-pyrido[4,3-b]indole-2-carboxylate C(C)OC(CN1C2=C(C=3C=CC=CC13)CN(CC2)C(=O)OC(C)(C)C)=O